NC(C(CO[Si](C)(C)C(C)(C)C)(C)NC(=O)C1=C(OC2=C1C=C(C=C2)C2CC21CCCC1)C)=O N-(1-amino-3-((tert-butyldimethylsilyl)oxy)-2-methyl-1-oxopropan-2-yl)-2-methyl-5-(spiro[2.4]heptan-1-yl)benzofuran-3-carboxamide